O=C1NC(CCC1NC1=CC=C(C=C1)N1CCC(CC1)N(C(OC(C)(C)C)=O)C)=O tert-butyl N-[1-[4-[(2,6-dioxo-3-piperidinyl) amino] phenyl]-4-piperidinyl]-N-methyl-carbamate